FC1=CC2=C(C=C1C1=CN=NC(=C1)OC)COC1=NC(=CC=C12)N(C1C[C@H]2CC[C@@H](C1)N2C(=O)OC(C)(C)C)C tert-butyl (1R,3s,5S)-3-((9-fluoro-8-(6-methoxypyridazin-4-yl)-6H-isochromeno[3,4-b]pyridin-3-yl)(methyl)amino)-8-azabicyclo[3.2.1]octane-8-carboxylate